beta-furfuryl-(furfuryl)acrylic acid C(C1=CC=CO1)C=C(C(=O)O)CC1=CC=CO1